(3-fluoro-5-methoxy-2,6-dimethylphenyl)-6-(6-morpholinopyridin-3-yl)-3,7-dihydro-4H-pyrrolo[2,3-d]pyrimidin-4-one FC=1C(=C(C(=C(C1)OC)C)C=1NC(C2=C(N1)NC(=C2)C=2C=NC(=CC2)N2CCOCC2)=O)C